(R)-2,3-DIMETHYLBUTANOIC ACID C[C@@H](C(=O)O)C(C)C